OCCOCCN(CCOCCO)CCOCCO tris[2-(2-hydroxyethyloxy)ethyl]amine